ClC1=CC=C(C=C1)C1=C(N=C2C(NC(=NN21)S(=O)(=O)C)=O)C(C)C 7-(4-chlorophenyl)-6-isopropyl-2-methanesulfonyl-3H-imidazo[2,1-f][1,2,4]triazin-4-one